NCCC1=CC=C(C=C1)C1=C(C=C(C#N)C=C1)OC=1N(N=C(C1)C1=NC=CC=C1)C 4-[4-(2-aminoethyl)phenyl]-3-(2-methyl-5-pyridin-2-ylpyrazol-3-yl)oxybenzonitrile